BrC1=C2C(=NC(=C1)C=1C(=NC=CC1)OCC)C=NN2C(C)C 7-bromo-5-(2-ethoxypyridin-3-yl)-1-isopropyl-1H-pyrazolo[4,3-b]Pyridine